cis-4-{3-[2-(4-hydroxy-3-methoxyphenyl)acetamido]phenyl}cyclohexyl (3,5-difluorophenyl)acetate FC=1C=C(C=C(C1)F)CC(=O)O[C@@H]1CC[C@@H](CC1)C1=CC(=CC=C1)NC(CC1=CC(=C(C=C1)O)OC)=O